5-bromo-N-[4-[(7-morpholino-[1,2,4]triazolo[1,5-c]pyrimidin-5-yl)oxy]cyclohexyl]pyrimidin-2-amine BrC=1C=NC(=NC1)NC1CCC(CC1)OC1=NC(=CC=2N1N=CN2)N2CCOCC2